γ-(R-glycidoxyethoxy)propyltrimethoxysilane C([C@H]1CO1)OCCOCCC[Si](OC)(OC)OC